2-[4-(5,7-dimethoxy-4-oxo-3,4-dihydro-quinazolin-2-yl)-2,6-dimethyl-phenoxy]-ethyl 3-(3-nitrooxy-propionyl)-benzoate [N+](=O)([O-])OCCC(=O)C=1C=C(C(=O)OCCOC2=C(C=C(C=C2C)C2=NC3=CC(=CC(=C3C(N2)=O)OC)OC)C)C=CC1